C(=C)C1CC2C(OSO2)CC1 5-vinyl-hexahydro-1,3,2-benzodioxathiol